COC=1C=C(C=NC1OC)NC(=O)C1=NC2=NC=3C=C(C=CC3N2C=C1)OC N-(5,6-dimethoxypyridin-3-yl)-5-methoxy-1,8,10-triazatricyclo[7.4.0.02,7]trideca-2(7),3,5,8,10,12-hexaene-11-carboxamide